N-(4-(6-chloroquinoxalin-2-yl)phenyl)isobutyramide ClC=1C=C2N=CC(=NC2=CC1)C1=CC=C(C=C1)NC(C(C)C)=O